C(C)(C)(C)N\C=C/1\C(OC2=CC=CC=C2C1=O)N1C=CC2=CC=CC=C12 (Z)-3-((tert-butylamino)methylene)-2-(1H-indol-1-yl)chroman-4-one